2-methyl-2-(trifluoromethyl)propanedioic acid dimethyl ester COC(C(C(=O)OC)(C(F)(F)F)C)=O